NCCC=1C=NC(=NC1)C1=C(C=C(C#N)C=C1)OC=1N(N=C(C1)N(C)CCOC)C 4-[5-(2-aminoethyl)pyrimidin-2-yl]-3-[5-[2-methoxyethyl(methyl)amino]-2-methylpyrazol-3-yl]oxybenzonitrile